C(C)O[C@H]1CN(CC[C@@H]1OC1=CC=C(C=C1)OC(C)C)C1=CC(N(C=2C=CC(=NC12)C#N)C)=O 8-((3S,4S)-3-ethoxy-4-(4-isopropoxyphenoxy)piperidin-1-yl)-5-methyl-6-oxo-5,6-dihydro-1,5-naphthyridine-2-carbonitrile